(6-(Pyridin-4-yl)-3H-imidazo[4,5-b]pyridin-2-yl)pyrrolidine-1-carbonitrile N1=CC=C(C=C1)C=1C=C2C(=NC1)NC(=N2)C2N(CCC2)C#N